C1=NC(=C2C(=N1)N(C=N2)[C@H]3[C@@H]([C@@H]([C@H](O3)CO)O)O)NCCO N6-(2-Hydroxyethyl)adenosine